C(C)OC1=CCC2=C(C=CC=C12)C1=NOC(=N1)C=1C=CC(=C(C#N)C1)OC(C)C 5-(3-(3-ethoxy-1H-inden-7-yl)-1,2,4-oxadiazol-5-yl)-2-isopropoxybenzonitrile